ClC=1C=C2C(=C3C1NC(NC31CCCCC1)=O)OC(=N2)CNC 5-chloro-2-[(methylamino)methyl]-7,8-dihydro-6H-spiro[[1,3]oxazolo[5,4-f]quinazoline-9,1'-cyclohexane]-7-one